C(C)(C)(C)OC(=O)N1CC2=C(CC1)N=C(S2)C=2C(=C(C=CC2)C2=C(C(=CC=C2)C=2OC1=C(N2)C=C(C=C1Cl)CO)Cl)C 2-(2'-chloro-3'-(7-chloro-5-(hydroxymethyl)benzo[d]oxazol-2-yl)-2-methyl-[1,1'-biphenyl]-3-yl)-6,7-dihydrothiazolo[5,4-c]pyridine-5(4H)-carboxylic acid tert-butyl ester